O1C=C(C2=C1C=CC=C2)C[C@H](NC(CC=2C=C1CC3(CCC3)COC1=CC2)=O)B(O)O (R)-(2-(benzofuran-3-yl)-1-(2-(spiro[chroman-3,1'-cyclobutane]-6-yl)acetamido)ethyl)boronic acid